C(O[C@@H]1CN([C@@H](C1)C1=NN(C(=C1)NC(=O)C1=CC(=NN1C)COC)C(C)(C)C)C(C)=O)(OC1=CC=C(C=C1)[N+](=O)[O-])=O (3S,5S)-1-acetyl-5-(1-(tert-butyl)-5-(3-(methoxymethyl)-1-methyl-1H-pyrazole-5-carboxamido)-1H-pyrazol-3-yl)pyrrolidin-3-yl (4-nitrophenyl) carbonate